ClC=1C(=NC(=NC1)C1=CC=C(C=C1)C(F)F)C(=O)OC Methyl 5-chloro-2-(4-(difluoromethyl) phenyl)pyrimidine-4-carboxylate